8-bromo-3-[(trifluoromethyl)sulfanyl]imidazo[1,2-a]pyridine-2-carboxylic acid BrC=1C=2N(C=CC1)C(=C(N2)C(=O)O)SC(F)(F)F